(4-(2,6-Difluoro-4-(1-hydroxy-2-methylpropan-2-yl)phenyl)thiophen-2-yl)boronic acid FC1=C(C(=CC(=C1)C(CO)(C)C)F)C=1C=C(SC1)B(O)O